COC1=CC2=C(NC(OC23CCN(CC3)C(C=CC(=O)NC3=CC(=CC=C3)[N+](=O)[O-])=O)=O)C=C1 4-(6-methoxy-2-oxo-1,2-dihydrospiro[benzo[d][1,3]oxazin-4,4'-piperidin]-1'-yl)-N-(3-nitrophenyl)-4-oxobut-2-enamide